(R)-N-(2-(4-(cyclopropanesulfonamido)pyridin-2-yl)-4-methoxybutan-2-yl)-5-(6-ethoxypyrazin-2-yl)thiazole-2-carboxamide C1(CC1)S(=O)(=O)NC1=CC(=NC=C1)[C@@](C)(CCOC)NC(=O)C=1SC(=CN1)C1=NC(=CN=C1)OCC